C(C1=CC=CC=C1)C1=C(CNC2=CC=C(C=C12)Cl)C(\C=C\C1=CC2=CN(N=C2C=C1)C)=O 4-benzyl-6-chloro-3-[(E)-3-(2-methylindazol-5-yl)prop-2-enoyl]-1H-quinolin